(1S,2S,3S)-N-[7-chloro-6-[4-((R)-3-methyltetrahydrofuran-3-yl)piperazin-4-ium-1-yl]-3-isoquinolyl]-2-methyl-3-(1-methylpyrazol-4-yl)cyclopropanecarboxamide ClC1=C(C=C2C=C(N=CC2=C1)NC(=O)[C@H]1[C@H]([C@@H]1C=1C=NN(C1)C)C)N1CC[NH+](CC1)[C@]1(COCC1)C